3-(2-((3-((tert-butyldiphenylsilyl)oxy)propyl)(methyl)amino)-3,3,3-trifluoropropyl)-1-((R)-1-(3-(8-chloroimidazo[1,2-a]pyrazin-6-yl)phenyl)ethyl)-1-ethylurea [Si](C1=CC=CC=C1)(C1=CC=CC=C1)(C(C)(C)C)OCCCN(C(CNC(N(CC)[C@H](C)C1=CC(=CC=C1)C=1N=C(C=2N(C1)C=CN2)Cl)=O)C(F)(F)F)C